The molecule is a polyazaalkane that is the 1,4,11-triaza derivative of undecane. It has a role as an Escherichia coli metabolite. It is a polyazaalkane and a triamine. It is a conjugate base of an aminopropylcadaverine(3+). C(CCN)CCNCCCN